FC1=C(C=CC(=C1F)OC)C1=CN=C2N1C=CN=C2NC2=CC(=C(C(=O)O)C=C2)C 4-[[3-(2,3-difluoro-4-methoxy-phenyl)imidazo[1,2-a]pyrazin-8-yl]amino]-2-methyl-benzoic acid